C(C)(C)(C)OC(=O)N1[C@@H](C[C@@H](C1)F)COC=1C(=NC=CC1I)F (2S,4S)-4-fluoro-2-[[(2-fluoro-4-iodopyridin-3-yl)oxy]methyl]pyrrolidine-1-carboxylic acid tert-butyl ester